CC1OCCC1CCl 2-methyl-3-chloromethyltetrahydrofuran